FC(CCCOC(=O)N1CCC(CC1)N1N=CC=2C1=NC(=NC2NC(=O)C=2SC(=CC2)[N+](=O)[O-])C2=CC=C(C=C2)Cl)(F)F 4-(6-(4-chlorophenyl)-4-(5-nitrothiophene-2-carboxamido)-1H-pyrazolo[3,4-d]pyrimidin-1-yl)piperidine-1-carboxylic acid 4,4,4-trifluorobutyl ester